Ethyl 4-fluoro-1-(5-{5-[3-fluoro-5-(trifluoromethyl)phenyl]-7-[{[1-(methoxymethyl) cyclobutyl] methyl}(methyl)amino]-1H-imidazo[4,5-b]pyridin-2-yl}pyrazin-2-yl)piperidine-4-carboxylate FC1(CCN(CC1)C1=NC=C(N=C1)C=1NC=2C(=NC(=CC2N(C)CC2(CCC2)COC)C2=CC(=CC(=C2)C(F)(F)F)F)N1)C(=O)OCC